[Ni].[Ni].[Ni].[Al] aluminum trinickel